CN1C(=NC2=C1C=CC=C2)NC=2OC1=C(N2)C=C(C=C1)C(=O)O 2-((1-methyl-1H-benzo[d]imidazol-2-yl)amino)benzo[d]oxazole-5-carboxylic acid